2-(4-chloro-3-fluorophenyl)-4-(acetoxy)-5-amino-3(2H)-furanone ClC1=C(C=C(C=C1)C1OC(=C(C1=O)OC(C)=O)N)F